[H+].COC(=O)[C@H](C1=CC=CC=C1Cl)N2CCC3=C(C2)C=CS3.OS(=O)(=O)[O-] The molecule is an organoammonium sulfate salt and an azaheterocycle sulfate salt. It has a role as a P2Y12 receptor antagonist, a platelet aggregation inhibitor and an anticoagulant. It contains a clopidogrel.